(Z)-Ethyl (3-benzyl-4-(trifluoromethyl)thiazol-2(3H)-ylidene)carbamate C(C1=CC=CC=C1)N1/C(/SC=C1C(F)(F)F)=N/C(OCC)=O